7,8-dichloro-l-1-iodo-1,2,3,5-tetrahydro-[1,4]diazepino[1,7-a]indol-4-one ClC1=C(C=CC=2C=C3N(C12)CC(NCC3I)=O)Cl